C(C1=CC=CC=C1)OC=1C(=C(NC2=CC=C(C=C2)F)C=CC1)C#CC(CO[Si](C)(C)C(C)(C)C)(C)C 3-benzyloxy-2-[4-[tert-butyl(dimethyl)silyl]oxy-3,3-dimethyl-but-1-ynyl]-N-(4-fluorophenyl)aniline